CN1CCC(CC1)C(=O)N(CC1=CC=C(C=C1)C=1C=C2C=NN(C2=CC1)C)C=1C=C(C=CC1)/C=C/C(=O)OC methyl (E)-3-(3-(1-methyl-N-(4-(1-methyl-1H-indazol-5-yl)benzyl)piperidine-4-carboxamido)phenyl)acrylate